CSCC1(CC1)N 1-(methylsulfanylmethyl)cyclopropaneamine